C[N+]1(CCC(CC1)CCCC1CCN(CC1)C)C 1,1-dimethyl-4-(3-(1-methylpiperidin-4-yl)propyl)piperidin-1-ium